silatriflate [O-]S(=O)(=O)[Si](F)(F)F